ClC=1C=CC2=C(C(C[C@@H](O2)C(=O)NC23CC(C2)(C3)N3N=CC(=C3)OC[C@@H]3C[C@@H](C3)OC(F)(F)F)=O)C1 (2R)-6-chloro-4-oxo-N-[3-(4-{[cis-3-(trifluoromethoxy)cyclobutyl]methoxy}-1H-pyrazol-1-yl)bicyclo[1.1.1]pentan-1-yl]-3,4-dihydro-2H-1-benzopyran-2-carboxamide